2-{3-[(3r,5s)-3,5-dimethylpiperazin-1-yl]-1,2,4-triazin-6-yl}-5-(imidazo[1,2-b]pyridazin-6-yl)phenol C[C@@H]1CN(C[C@@H](N1)C)C=1N=NC(=CN1)C1=C(C=C(C=C1)C=1C=CC=2N(N1)C=CN2)O